NC1=NC=NN2C1=C(C=C2C=2C(=CC(=C(C(=O)N[C@@H]1CN(C[C@@H]1F)C(=O)C1CC(C1)(F)F)C2)Cl)F)CN2CC(C2)(F)F 5-{4-amino-5-[(3,3-difluoroazetidin-1-yl)methyl]pyrrolo[2,1-f][1,2,4]-triazin-7-yl}-2-chloro-N-[(3R,4S)-1-(3,3-difluorocyclobutanecarbonyl)-4-fluoropyrrolidin-3-yl]-4-fluoro-benzamide